COC1=CC(=CC2=CN(N=C12)C)C=1C(=C(C=CC1)O)C=1N=NC(=CC1)C1CN(C1)C1NCOC1 (7-methoxy-2-methyl-2H-indazol-5-yl)-2-{6-[1-(oxazolidin-4-yl)azetidin-3-yl]pyridazin-3-yl}phenol